C(C)(C)(C)OC(=O)N([C@H](C(=O)N[C@H](C(=O)N1[C@@H](CC[C@@H]1C=1OC(=CC1)C)C(=O)N[C@H](C(=O)OCC1=CC=CC=C1)[C@H](CC)C)C(C)C)C)C (2S-3S)-benzyl 2-((2S,5R)-1-((S)-2-((S)-2-(tert-butoxycarbonyl(methyl)amino)propanamido)-3-methylbutanoyl)-5-(5-methylfuran-2-yl)pyrrolidine-2-carboxamido)-3-methylpentanoate